Cl.Cl.N1C[C@H](CC1)N1N=NC(=C1)C1=CC=C(C=C1)C1=NC2=C(N1)C=CC=C2C(=O)N (S)-2-(4-(1-(pyrrolidin-3-yl)-1H-1,2,3-triazol-4-yl)phenyl)-1H-benzo[d]imidazole-4-carboxamide dihydrochloride